1-allyl-7-bromo-5-fluoro-indole C(C=C)N1C=CC2=CC(=CC(=C12)Br)F